CC(CC(C)C)=NNC(=O)C1=NC=CC=C1 N'-(1,3-dimethylbutylidene)pyridineformylhydrazine